Cl.N[C@H](C(=O)NC1=CC(=CC=C1)S(=O)(=O)N1C(=CC(=C1)CNC)C1=C(C=CC=C1)F)CC1=CC=CC=C1 (S)-2-amino-N-(3-((2-(2-fluorophenyl)-4-((methylamino)methyl)-1H-pyrrol-1-yl)sulfonyl)phenyl)-3-phenylpropionamide hydrogen chloride salt